tert-butyl N-[6-methyl-3-(trifluoromethyl)-5,7-dihydro-4H-benzothiophen-6-yl]carbamate CC1(CC2=C(C(=CS2)C(F)(F)F)CC1)NC(OC(C)(C)C)=O